C(CC)(=O)OC1=C(C=CC=C1)O HYDROXYPHENYL PROPANOATE